O1CC(C1)N1CC2(C1)CC1(CCC1)NCC2 2-(Oxetan-3-yl)-2,10-diazadispiro[3.1.36.34]dodecane